The molecule is an unsaturated fatty acyl-CoA that results from the formal condensation of the thiol group of coenzyme A with the carboxy group of (3E)-tetradecenoic acid. It is a long-chain fatty acyl-CoA and a monounsaturated fatty acyl-CoA. It is a conjugate acid of a (3E)-tetradecenoyl-CoA(4-). CCCCCCCCCC/C=C/CC(=O)SCCNC(=O)CCNC(=O)[C@@H](C(C)(C)COP(=O)(O)OP(=O)(O)OC[C@@H]1[C@H]([C@H]([C@@H](O1)N2C=NC3=C(N=CN=C32)N)O)OP(=O)(O)O)O